FC1=C(C=C(C=C1)NN)C(=O)N1CC2(C1)CC(C2)N2N=C(C=C2)C2=C(C=CC=C2)C(F)(F)F (2-fluoro-5-hydrazinophenyl)(6-(3-(2-(trifluoromethyl)phenyl)-1H-pyrazol-1-yl)-2-azaspiro[3.3]heptan-2-yl)methanone